7-(tert-butyloxycarbonyl)-5,6,7,8-tetrahydro-1,7-naphthyridine-3-carboxylic acid C(C)(C)(C)OC(=O)N1CCC=2C=C(C=NC2C1)C(=O)O